S1C(SCCC1)C(CNC(OC(C)(C)C)=O)=O tert-butyl (2-(1,3-dithian-2-yl)-2-oxoethyl)carbamate